FC(C1=NN(C=C1C(=O)N1[C@@H](C2=C(CC1)NC=N2)C=2OC1=C(N2)C=C(C=C1)F)C)F (S)-(3-(difluoromethyl)-1-methyl-1H-pyrazol-4-yl)(4-(5-fluorobenzo[d]oxazol-2-yl)-6,7-dihydro-1H-imidazo[4,5-c]pyridin-5(4H)-yl)methanone